ClC1=NC=C(C(=N1)NC1=NC(=CC=C1)OC)I 2-chloro-5-iodo-N-(6-methoxypyridin-2-yl)pyrimidin-4-amine